C(#N)C=1C=CC(=C(C1)NS(=O)(=O)C=1C=C(C(=O)O)C=CC1CC)N1C[C@@H](CCC1)O (R)-3-(N-(5-cyano-2-(3-hydroxypiperidin-1-yl)phenyl)sulfamoyl)-4-ethylbenzoic acid